2-(4-(4-((8-(3-aminophenyl)quinazolin-2-yl)amino)-2,3-difluorophenyl)-piperazin-1-yl)ethan-1-ol NC=1C=C(C=CC1)C=1C=CC=C2C=NC(=NC12)NC1=C(C(=C(C=C1)N1CCN(CC1)CCO)F)F